(1-(1-(5-bromo-4-methylpyrimidin-2-yl)ethyl)-1H-pyrazol-4-yl)carbamic acid tert-butyl ester C(C)(C)(C)OC(NC=1C=NN(C1)C(C)C1=NC=C(C(=N1)C)Br)=O